BrC1=CC=CC(=N1)C(=O)NC1=CC=C(C=N1)C1=NOC(=N1)C1CC(CN(C1)C(=O)OC(C)(C)C)(F)F tert-butyl 5-(3-(6-(6-bromopicolinamido)pyridin-3-yl)-1,2,4-oxadiazol-5-yl)-3,3-difluoropiperidine-1-carboxylate